dodecanoic acid n-butyl ester C(CCC)OC(CCCCCCCCCCC)=O